1-(4-(benzylamino)-7-(2-oxa-5-azabicyclo[2.2.1]heptane-5-carbonyl)pyrrolo[2,1-f][1,2,4]triazin-2-yl)-2-methyl-1H-indole-4-carboxamide C(C1=CC=CC=C1)NC1=NC(=NN2C1=CC=C2C(=O)N2C1COC(C2)C1)N1C(=CC=2C(=CC=CC12)C(=O)N)C